4,4'-methylene-bis[2,6-di-t-butylphenol] C(C1=CC(=C(C(=C1)C(C)(C)C)O)C(C)(C)C)C1=CC(=C(C(=C1)C(C)(C)C)O)C(C)(C)C